C(#N)C[C@@H](NC(CC1CC(C1)(F)F)=O)C1=CC=2N(N=C1)C=C(N2)[C@@H](NC(=O)C2=NON=C2C)C2CCC(CC2)(F)F |o1:3| N-((S)-(7-((R*)-2-Cyano-1-(2-(3,3-difluorocyclobutyl)acetamido)ethyl)imidazo[1,2-b]pyridazin-2-yl)(4,4-difluorocyclohexyl)methyl)-4-methyl-1,2,5-oxadiazole-3-carboxamide